(2R)-2-(6-{5-chloro-2-[(oxacyclohex-4-yl)amino]pyrimidin-4-yl}-1-oxo-2,3-dihydro-1H-isoindol-2-yl)-N-[(1S)-1-(2,5-difluorophenyl)-2-hydroxyethyl]propionamide ClC=1C(=NC(=NC1)NC1CCOCC1)C1=CC=C2CN(C(C2=C1)=O)[C@@H](C(=O)N[C@H](CO)C1=C(C=CC(=C1)F)F)C